Methyl 2,6-anhydro-5-{[(benzyloxy) carbonyl]amino}-3,4,5-trideoxy-L-erythro-hexonate C(C1=CC=CC=C1)OC(=O)N[C@@H]1CC[C@@H](C(=O)OC)OC1